O=C1NC(CCC1N1C(N(C2=C1C=CC(=C2F)N2CCC(CC2)CC(=O)O)C)=O)=O 2-[1-[1-(2,6-dioxo-3-piperidyl)-4-fluoro-3-methyl-2-oxo-benzimidazol-5-yl]-4-piperidyl]acetic acid